N-((1r,4r)-4-(3-chloro-4-cyanophenoxy)cyclohexyl)-6-(8-((2-(2,6-dioxopiperidin-3-yl)-6-fluoro-1-oxoisoindolin-5-yl)methyl)-3,8-diazabicyclo[3.2.1]octan-3-yl)pyridazine-3-carboxamide ClC=1C=C(OC2CCC(CC2)NC(=O)C=2N=NC(=CC2)N2CC3CCC(C2)N3CC=3C=C2CN(C(C2=CC3F)=O)C3C(NC(CC3)=O)=O)C=CC1C#N